FC1=CC2=C(C(C[C@@H](O2)C(=O)O)=O)C=C1C(F)(F)F (-)-(2R)-7-fluoro-4-oxo-6-(trifluoromethyl)-3,4-dihydro-2H-1-benzopyran-2-carboxylic acid